C(C=C)N(C(OC(C)(C)C)=O)C[C@@]1([C@H](C1)C=C)NC(=O)OC(C)(C)C tert-butyl allyl(((1R,2R)-1-((tert-butoxycarbonyl)amino)-2-vinylcyclopropyl)methyl)carbamate